OC1=CC=CC(=N1)C1=CCC(CC1)CC=1S(C=CC1)CCOC 2-((4-(6-hydroxypyridin-2-yl)cyclohex-3-en-1-yl)methyl)-1-(2-methoxyethyl)-1H-thiophene